((2-(2,6-dioxopiperidin-3-yl)-1-oxoisoindolin-4-yl)methyl)-2-oxo-2-(4-(trifluoromethyl)phenyl)acetamide O=C1NC(CCC1N1C(C2=CC=CC(=C2C1)CNC(C(C1=CC=C(C=C1)C(F)(F)F)=O)=O)=O)=O